γ-mercaptobutanoic acid SCCCC(=O)O